N[C@H]1CS(C2=C(N(C1=O)CC1=CC=C(C=C1)Cl)C=C(C(=C2)F)C=2N=NC=C(N2)C2(CC2)S(=O)(=O)C)(=O)=O (3R)-3-amino-5-[(4-chlorophenyl)methyl]-8-fluoro-7-[5-(1-methylsulfonyl-cyclopropyl)-1,2,4-triazin-3-yl]-1,1-dioxo-2,3-dihydro-1λ6,5-benzothiazepine-4-One